1,5-diethyl (2S)-2-{[5-nitro-3-(trifluoromethyl)pyridinyl]formamido}pentanedioate [N+](=O)([O-])C=1C=C(C(=NC1)C(=O)N[C@H](C(=O)OCC)CCC(=O)OCC)C(F)(F)F